CC(CC=1C=CC=2N(C1)C=CN2)=C 6-(2-methylallyl)imidazo[1,2-a]pyridine